FC1=CC=C2CCC(NC2=C1OC1=CC=CC=C1)=O 7-fluoro-8-phenoxy-1,2,3,4-tetrahydroquinolin-2-one